FC1(CNC(N(C1)C(CN1C[C@H](OC[C@H]1C)C)C1=CN=C(S1)NC(OC(C)(C)C)=O)=O)F tert-butyl (5-(1-(5,5-difluoro-2-oxotetrahydropyrimidin-1(2H)-yl)-2-((2R,5R)-2,5-dimethylmorpholino)ethyl)thiazol-2-yl)carbamate